COC(=O)C=1C=C2C=C(N(C2=CC1)C(=O)OC(C)(C)C)COC1OCCCC1 2-(((tetrahydro-2H-pyran-2-yl)oxy)methyl)-1H-indole-1,5-dicarboxylic acid 1-tert-butyl ester 5-methyl ester